C(C)(=O)NC(C1=CC(=C(C=C1)Cl)Cl)=O N-acetyl-3,4-dichlorobenzamide